C(C1=CC=CC=C1)OC1=NC(=CC=C1N1C(N(C2=C1C=CC=C2OC2CC1(CN(C1)C(=O)OC(C)(C)C)C2)C)=O)OCC2=CC=CC=C2 tert-butyl 6-((1-(2,6-bis(benzyloxy)pyridin-3-yl)-3-methyl-2-oxo-2,3-dihydro-1H-benzo[d]imidazol-4-yl)oxy)-2-azaspiro[3.3]heptane-2-carboxylate